C(CCCC=CCCC=CCCCCCCCCCCCCC=CCCCCC)(=O)O 5,9,23-nonacosatrienoic acid